N1C2N(CC1)CCN2 hexahydroimidazo[1,2-a]imidazole